N-benzyldiethylentriamine C(C1=CC=CC=C1)NCCNCCN